gamma-glycidoxy(propyl)trimethoxysilane (2-methoxybenzyl)carbamate COC1=C(CNC(O)=O)C=CC=C1.C(C1CO1)OCCC[Si](OC)(OC)OC